trans-methyl 4-(2-(6-chloro-3,4-dihydro-2H-benzo[b][1,4]oxazine-2-carbonyl)hydrazinecarbonyl)cyclohexanecarboxylate ClC1=CC2=C(OC(CN2)C(=O)NNC(=O)[C@@H]2CC[C@H](CC2)C(=O)OC)C=C1